tert-butyl 2-{[(4-amino-2-chloropyridin-3-yl)methyl]amino}acetate NC1=C(C(=NC=C1)Cl)CNCC(=O)OC(C)(C)C